6-(4-fluorophenyl)-8-iodo-4-((2-(trimethylsilyl)ethoxy)methoxy)-quinazoline FC1=CC=C(C=C1)C=1C=C2C(=NC=NC2=C(C1)I)OCOCC[Si](C)(C)C